C1(CC1)NC(C1=C(C=C(C=C1OC)C1=CN=C2N1C=CC(=C2)OCCNC2=NC=CC=C2)OC(F)F)=O N-cyclopropyl-2-(difluoromethoxy)-6-methoxy-4-[7-[2-(2-pyridylamino)ethoxy]imidazo[1,2-a]pyridin-3-yl]benzamide